C1(=CC=CC=C1)C1=[O+]C2=C(C=C1)C=CC=C2 phenylbenzopyranium